O[C@@H]1C[C@H](N(CC1)C(=O)OCC1=CC=CC=C1)C1=CC=C(C=C1)C(=O)OC Benzyl (2S,4S)-4-Hydroxy-2-(4-(methoxycarbonyl)phenyl)piperidine-1-carboxylate